6-Amino-3-((1R,3R)-4'-chloro-3-(3-cyano-5-methyl-1H-pyrazol-1-yl)-1',2'-dihydrospiro[cyclopentane-1,3'-pyrrolo[2,3-b]pyridin]-5'-yl)-2-fluoro-N,N-dimethylbenzamide NC1=CC=C(C(=C1C(=O)N(C)C)F)C=1C(=C2C(=NC1)NC[C@]21C[C@@H](CC1)N1N=C(C=C1C)C#N)Cl